1-tert-butyl-4-(4-tert-butylphenyl)-7-chloro-9,9-dimethyl-9H-fluorene C(C)(C)(C)C1=CC=C(C=2C3=CC=C(C=C3C(C12)(C)C)Cl)C1=CC=C(C=C1)C(C)(C)C